methyl 4-amino-7-(trifluoromethyl)-1-(4-(trifluoromethoxy)phenyl)-2-oxo-1,2-dihydroquinoline-3-carboxylate NC1=C(C(N(C2=CC(=CC=C12)C(F)(F)F)C1=CC=C(C=C1)OC(F)(F)F)=O)C(=O)OC